1-iminohexahydro-1lambda6-thiapyran 1-oxide N=S1(CCCCC1)=O